[2-hydroxy-1-methyl-ethyl]-N-methyl-benzamide OCC(C)C1=C(C(=O)NC)C=CC=C1